O1C[C@@H](CC1)NC1CCNCC1 |o1:2| N-((R*)-tetrahydrofuran-3-yl)piperidin-4-amine